N-{4,8-dibromo-3-[(2-chloro-5-fluorophenyl)carbonyl]-2-naphthyl}-4-methylbenzenesulfonamide BrC1=C(C(=CC2=C(C=CC=C12)Br)NS(=O)(=O)C1=CC=C(C=C1)C)C(=O)C1=C(C=CC(=C1)F)Cl